N-[4-(hydroxymethyl)phenyl]-N-methyl-4-(4-methylpiperazin-1-yl)benzenesulfonamide OCC1=CC=C(C=C1)N(S(=O)(=O)C1=CC=C(C=C1)N1CCN(CC1)C)C